ClCC(=O)NC1=C(C=CC(=C1)C(F)(F)F)Cl 2-chloro-N-(2-chloro-5-(trifluoromethyl)phenyl)acetamide